N1(C=CC=C1)C=1C=C(C=CC1)C1=C(C(=NC(=C1C#N)SCC1=CC=CC=C1)N)C#N 4-(3-(1H-pyrrol-1-yl)phenyl)-2-amino-6-(benzylthio)pyridine-3,5-dicarbonitrile